butyl-aminoethyl-vinylether C(CCC)C(=COC=C(CCCC)CCN)CCN